[Rh].ONCCC1=CNC2=CC=CC=C12 Hydroxytryptamine rhodium